C[C@@H]1O[C@@H](CN(C1)C1=NC(=C2N1C1=CC(=CC=C1N=C2)C2=CC(=C(C=C2)N2CCC(CC2)N(C)C)F)C)C (4-(1-((2s,6r)-2,6-dimethylmorpholino)-3-methylimidazo[1,5-a]quinoxalin-8-yl)-2-fluorophenyl)-N,N-dimethylpiperidin-4-amine